methyl 3-((3-butyl-5-(4-fluorophenyl)-3-methyl-7-(methylsulfanyl)-1,1-dioxo-2,3,4,5-tetrahydro-1,5-benzothiazepin-8-yl) oxy)-2-hydroxypropionate C(CCC)C1(CS(C2=C(N(C1)C1=CC=C(C=C1)F)C=C(C(=C2)OCC(C(=O)OC)O)SC)(=O)=O)C